C(C)OC=1C=C2C(=CNC2=CC1)CCNC1=NC=CC(=N1)NC1=CC=CC=2NC(=NC21)C N2-[2-(5-ethoxy-1H-indol-3-yl)ethyl]-N4-(2-methyl-1H-benzimidazol-4-yl)pyrimidine-2,4-diamine